(5-((2-(5-cyanopyridin-2-yl)-2-oxoethyl)thio)-1H-tetrazol-1-yl)benzoic acid C(#N)C=1C=CC(=NC1)C(CSC1=NN=NN1C1=C(C(=O)O)C=CC=C1)=O